D-4-fluoro-2-((4,6-dimethoxy-pyrimidin-2-yl)seleno)benzoic acid FC1=CC(=C(C(=O)O)C=C1)[Se]C1=NC(=CC(=N1)OC)OC